Thiet S1CC=C1